FC1=C2C(=NC(NC2=CC=C1F)=O)N1CCCC2=C(C=NC=C12)C#CC1(CC1)C 5,6-difluoro-4-(5-((1-methylcyclopropyl)ethynyl)-3,4-dihydro-1,7-naphthyridin-1(2H)-yl)quinazolin-2(1H)-one